C(C1=CC=CC=C1)N1N=CC(=C1)C=O (1-benzyl-1H-pyrazol-4-yl)methanone